tert-butyl 4-(4-((4-([1,2,4]triazolo[1,5-a]pyridin-7-yloxy)-3-methylphenyl) amino)-7-bromopyrido[3,2-d]pyrimidin-6-yl)-2-(hydroxymethyl)-1,4-diazacycloheptane-1-carboxylate N=1C=NN2C1C=C(C=C2)OC2=C(C=C(C=C2)NC=2C1=C(N=CN2)C=C(C(=N1)N1CC(N(CCC1)C(=O)OC(C)(C)C)CO)Br)C